1-benzyloxy-4-phenylpyridinium C(C1=CC=CC=C1)O[N+]1=CC=C(C=C1)C1=CC=CC=C1